C(C)N1N=CC(=C1)B(O)O (1-ethyl-1H-Pyrazol-4-yl)boronic acid